FC1=CC=2N(C=C1)C(=CN2)C2=C1CNC(C1=C(C=C2)NC2=NC(=C(C=C2)[C@H]2COCC2)CN2C[C@@H](CC2)F)=O 4-(7-fluoroimidazo[1,2-a]pyridin-3-yl)-7-((6-(((R)-3-fluoropyrrolidin-1-yl)methyl)-5-((S)-tetrahydrofuran-3-yl)pyridin-2-yl)amino)isoindolin-1-one